1-(4-(5-iso-Butyl-2-sulfamoylthiophen-3-yl)benzyl)-1H-imidazol-3-ium carboxy-formate oxalate salt C(C(=O)[O-])(=O)[O-].C(=O)(O)C(=O)[O-].C(C(C)C)C1=CC(=C(S1)S(N)(=O)=O)C1=CC=C(CN2C=[NH+]C=C2)C=C1.C(C(C)C)C1=CC(=C(S1)S(N)(=O)=O)C1=CC=C(CN2C=[NH+]C=C2)C=C1.C(C(C)C)C1=CC(=C(S1)S(N)(=O)=O)C1=CC=C(CN2C=[NH+]C=C2)C=C1